calcium-aluminum sulfate S(=O)(=O)([O-])[O-].[Al+3].[Ca+2]